ditetradecylphosphinate C(CCCCCCCCCCCCC)P([O-])(=O)CCCCCCCCCCCCCC